2-chloro-6-(3-methoxytetrahydrofuran-3-yl)pyridin-4-ol ClC1=NC(=CC(=C1)O)C1(COCC1)OC